Bicyclo[2.2.2]octane-1-methanol C12(CCC(CC1)CC2)CO